C(C#C)(=O)[O-].C(C#C)(=O)[O-].[Ca+2] calcium propiolate (propiolate)